OC1CC2(CN(C2)C#N)C1 6-hydroxy-2-azaspiro[3.3]heptane-2-carbonitrile